2-chloro-4-((4-(1-methyl-4-(trifluoromethyl)-1H-imidazol-2-yl)benzyl)amino)pyrimidin-5-ol ClC1=NC=C(C(=N1)NCC1=CC=C(C=C1)C=1N(C=C(N1)C(F)(F)F)C)O